1-((4AR,6R,7aS)-2-(2,3,4,5,6-pentafluorobenzoxy)-2-oxo-tetrahydro-4H-furo[3,2-d][1,3,2]dioxaphosphorin-6-yl)-5-fluoropyrimidine-2,4(1H,3H)-dione FC1=C(COP2(OC[C@@H]3[C@@H](O2)C[C@@H](O3)N3C(NC(C(=C3)F)=O)=O)=O)C(=C(C(=C1F)F)F)F